(S)-2-(4-(4-((5-cyano-3-fluoropyridin-2-yl)methoxy)-5-fluoropyrimidin-2-yl)-3-fluorobenzyl)-3-(oxetan-2-ylmethyl)-3H-imidazo[4,5-b]pyridine-5-carboxylic acid C(#N)C=1C=C(C(=NC1)COC1=NC(=NC=C1F)C1=C(C=C(CC2=NC=3C(=NC(=CC3)C(=O)O)N2C[C@H]2OCC2)C=C1)F)F